C(C)(C)(C)N(C(O)=O)C1=C(C(=C(C=C1)F)I)Cl.C[C@H]([C@@H](C)SC1=NC=CC=C1)CC=C 2-(((2R,3s)-3-methylhex-5-en-2-yl)thio)pyridine Tert-butyl-(2-chloro-4-fluoro-3-iodophenyl)carbamate